C1(=CC=CC=C1)C(N1CC(C1)=C(CO)CCC)C1=CC=CC=C1 2-(1-Diphenylmethylazetidin-3-ylidene)pentan-1-ol